FC1=NC=C(C(=O)N2C(COCC2)C=O)C=C1 4-(6-Fluoronicotinoyl)morpholine-3-carbaldehyde